Cl.CC1CC(CNC1)C(=O)N 5-methylpiperidine-3-carboxamide hydrochloride